ClC1=CC2=C(N=N1)N(C=C2)CC2CCC(N(C2)C)=O 5-({3-Chloro-7H-pyrrolo[2,3-c]pyridazin-7-yl}methyl)-1-methylpiperidin-2-one